FC(C1=CC2=C(C=CC=C2C=C1)B(O)O)F 2-(DIFLUOROMETHYL)NAPHTHALENE-8-BORONIC ACID